O1C(=NC2=C1C=CC=C2)C2=C(C(N(C(=N2)NC(C2=CC=CC=C2)C2=CC(=CC=C2)Br)C)=O)OC 6-(1,3-benzoxazol-2-yl)-2-{[(3-bromophenyl)(phenyl)methyl]amino}-5-methoxy-3-methyl-3,4-dihydropyrimidin-4-one